guaiacolyl-glycerol C=1(C(O)=C(C=CC1)C(O)C(O)CO)OC